4-butylsulfonium trifluoromethanesulfonate FC(S(=O)(=O)[O-])(F)F.CCCC[SH2+]